tert-butyl 4-(4,6-dioxo-5,7,8,9-tetrahydrothieno[2,3-c]quinolin-2-yl)pyrazole-1-carboxylate O=C1NC=2C(CCCC2C2=C1SC(=C2)C=2C=NN(C2)C(=O)OC(C)(C)C)=O